O=C1NC(CCC1N1C(C2=CC=C(C=C2C1=O)N1C[C@H](N([C@H](C1)C)C1CC(C1)OC1CCN(CC1)C(=O)OCC1=CC=CC=C1)C)=O)=O benzyl 4-[3-[(2R,6S)-4-[2-(2,6-dioxo-3-piperidyl)-1,3-dioxo-isoindolin-5-yl]-2,6-dimethyl-piperazin-1-yl]cyclobutoxy]piperidine-1-carboxylate